NC1=NC=C(C2=C1C(=C(N2C)C2=C(C=C(C=C2)NC(=O)C(=C)F)F)C2=CC(=C(C(=O)NCC(F)(F)F)C=C2)OC)C#CC(C)(C)O 4-(4-amino-2-{2-fluoro-4-[(2-fluoroacrylamino)]phenyl}-7-(3-hydroxy-3-methylbut-1-ynyl)-1-methylpyrrolo[3,2-c]pyridin-3-yl)-2-methoxy-N-(2,2,2-trifluoroethyl)benzamide